1,1-diphenyl-N-(3-(1-(p-tolylimino)ethyl)phenyl)phosphanamine C1(=CC=CC=C1)P(NC1=CC(=CC=C1)C(C)=NC1=CC=C(C=C1)C)C1=CC=CC=C1